5-(3-butoxyphenoxy)carbonylamino-3-(1-neopentylpiperidin-4-yl)-1H-indole C(CCC)OC=1C=C(OC(=O)NC=2C=C3C(=CNC3=CC2)C2CCN(CC2)CC(C)(C)C)C=CC1